FC(OC1=NNC2=CC=C(C(=C12)C1=CC(=C(C=C1)S(=O)(=O)C)C)S(=O)(=O)C)F 3-(difluoromethoxy)-4-(3-methyl-4-(methylsulfonyl)phenyl)-5-(methylsulfonyl)-1H-indazole